N-[(3,5-difluoropyridin-2-yl)methyl]-2-(3-ethyl-[1,4'-bipiperidin]-1'-yl)-1,3-thiazole-5-carboxamide FC=1C(=NC=C(C1)F)CNC(=O)C1=CN=C(S1)N1CCC(CC1)N1CC(CCC1)CC